5,7-bis(4-decyl-2-thienyl)-thieno(3,4-b)dithiazolothiofuran C(CCCCCCCCC)C=1C=C(SC1)C=1SC(=C2C1SC1=C2NSS1)C=1SC=C(C1)CCCCCCCCCC